6-(4-cyclopropylpiperazin-1-yl)pyridin-3-amine C1(CC1)N1CCN(CC1)C1=CC=C(C=N1)N